1-[5-Amino-3-(trifluoromethyl)pyridin-2-yl]pyrrolidin-2-one NC=1C=C(C(=NC1)N1C(CCC1)=O)C(F)(F)F